benzyl 2,4-dichloro-5,6,8,9-tetrahydro-7H-pyrimido[4,5-d]azepine-7-carboxylate ClC=1N=C(C2=C(CCN(CC2)C(=O)OCC2=CC=CC=C2)N1)Cl